9H-purine-6-yl diphenylcarbamate C1(=CC=CC=C1)N(C(OC1=C2N=CNC2=NC=N1)=O)C1=CC=CC=C1